CC1[C@@]2(C(N(C1)C)=O)CC1=CC=C(C=C1C2)C(=O)OC(C)C=2C=NC(=C(C2)C)Br 1-(6-bromo-5-methylpyridin-3-yl)ethan-1-ol Methyl-(R)-1'-methyl-2'-oxo-1,3-dihydrospiro[indene-2,3'-pyrrolidine]-5-carboxylate